C1(CC1)CC#CC=1C=C(OC2=NOC(=C2C(=O)O)C)C=CC1 3-(3-(3-cyclopropylprop-1-ynyl)phenoxy)-5-methylisoxazole-4-carboxylic acid